trimethyl-[(2-aminoethylamino)methyl]silane C[Si](CNCCN)(C)C